dimethylsilylbis(indenyl)hafnium dichloride [Cl-].[Cl-].C[SiH](C)[Hf+2](C1C=CC2=CC=CC=C12)C1C=CC2=CC=CC=C12